2-(6-METHOXY-3-OXO-2H-BENZO[B][1,4]THIAZIN-4(3H)-YL)-N-(5-(PYRIDIN-2-YL)-4H-1,2,4-TRIAZOL-3-YL)ACETAMIDE COC1=CC2=C(SCC(N2CC(=O)NC2=NN=C(N2)C2=NC=CC=C2)=O)C=C1